ClC1=C(C=C2C=C(N=CC2=C1)NC(=O)C1C(C1)C(C)(C)F)C1CCN(CC1)C1(COCC1O)C N-(7-chloro-6-(1-(4-hydroxy-3-methyltetrahydrofuran-3-yl)piperidin-4-yl)isoquinolin-3-yl)-2-(2-fluoropropan-2-yl)cyclopropane-1-carboxamide